C12(CC(C1)C2)NS(=O)(=O)C=2C=C1C(N(C(NC1=CC2)=O)C/C=C/C(=O)OCC)=O ethyl (2E)-4-[6-({bicyclo[1.1.1]pentan-1-yl} sulfamoyl)-2,4-dioxo-1H-quinazolin-3-yl]but-2-enoate